N4-cyclohexyl-N6-(2-methoxy-4-(methylsulfonyl)phenyl)-1H-pyrrolo[2,3-b]pyridine-4,6-diamine C1(CCCCC1)NC=1C2=C(N=C(C1)NC1=C(C=C(C=C1)S(=O)(=O)C)OC)NC=C2